(E)-3,7,11,15-tetramethylhexadec-10-en-1-yn-3-ol CC(C#C)(CCCC(CC\C=C(\CCCC(C)C)/C)C)O